(7R,8aS)-7-(3-[imidazo[1,2-a]pyridin-5-yl]propyl)-6-oxo-octahydropyrrolo[1,2-a]pyrazine-2-carboxylic acid tert-butyl ester C(C)(C)(C)OC(=O)N1C[C@H]2N(CC1)C([C@@H](C2)CCCC2=CC=CC=1N2C=CN1)=O